1-methylguaiacol CC1(C(O)C=CC=C1)OC